tert-Butyl 4-(2-((4-(1-cyclopropoxy-1-phenyl-2-((tetrahydro-2H-pyran-2-yl)oxy)ethyl)-6-(1,5-dimethyl-6-oxo-1,6-dihydropyridin-3-yl)quinazolin-2-yl)oxy)ethyl)piperidine-1-carboxylate C1(CC1)OC(COC1OCCCC1)(C1=CC=CC=C1)C1=NC(=NC2=CC=C(C=C12)C1=CN(C(C(=C1)C)=O)C)OCCC1CCN(CC1)C(=O)OC(C)(C)C